Ethyl 4-{4-[N-methoxy-4-methylpentanimidoyl]piperidin-1-yl}azepane-1-carboxylate CON=C(CCC(C)C)C1CCN(CC1)C1CCN(CCC1)C(=O)OCC